2,2-dimethyl-3-[5-(trifluoromethyl)-3-pyridinyl]propan-1-ol CC(CO)(CC=1C=NC=C(C1)C(F)(F)F)C